C(C1=CC=CC=C1)O[C@@](CCC=C)(C(F)(F)F)C=1OC(=NN1)C1=NC(=C(C=C1Br)C(F)(F)F)O[C@@H](CC=C)C 2-[(1R)-1-benzyloxy-1-(trifluoromethyl)pent-4-enyl]-5-[3-bromo-6-[(1R)-1-methylbut-3-enoxy]-5-(trifluoromethyl)-2-pyridyl]-1,3,4-oxadiazole